(2S)-2-amino-N-(amino(3-chloro-2-fluorophenyl)(oxo)-λ6-sulfanylidene)-4-methylpentanamide 2,2,2-trifluoroacetate FC(C(=O)O)(F)F.N[C@H](C(=O)N=S(=O)(C1=C(C(=CC=C1)Cl)F)N)CC(C)C